trans-2-(4-chloro-3-fluorophenoxy)-N-(4-(4-(4-chlorophenyl)-1H-pyrazol-1-yl)cyclohexyl)acetamide ClC1=C(C=C(OCC(=O)N[C@@H]2CC[C@H](CC2)N2N=CC(=C2)C2=CC=C(C=C2)Cl)C=C1)F